N-[5-(5-fluoro-1H-benzimidazol-2-yl)-1-[(4-methoxyphenyl)methyl]pyrazol-3-yl]-6-morpholino-pyridine FC1=CC2=C(NC(=N2)C2=CC(=NN2CC2=CC=C(C=C2)OC)N2CC=CC=C2N2CCOCC2)C=C1